2-(4-(ethoxycarbonyl)-1,5-dimethyl-1H-pyrrol-2-yl)-2-oxoacetic acid C(C)OC(=O)C=1C=C(N(C1C)C)C(C(=O)O)=O